5-[1-(acetylamino)-3-methylbutyl]-2,5-anhydro-3,4-dideoxy-4-(methoxycarbonyl)pentonic acid CC(C)C[C@@H]([C@H]1[C@@H](C[C@@H](O1)C(=O)O)C(=O)OC)NC(=O)C